2-methylbenzyl alcohol CC1=C(CO)C=CC=C1